ClC=1C=C(C(=C(C#N)C1)F)OC1=C(N=CN(C1=O)CC=1C(NC(=CC1)C)=O)C(C(F)(F)F)(F)F 5-chloro-2-fluoro-3-((1-((6-methyl-2-oxo-1,2-dihydropyridin-3-yl)methyl)-6-oxo-4-(perfluoroethyl)-1,6-dihydropyrimidin-5-yl)oxy)benzonitrile